3-amino-1-(cyclopropylmethyl)-N-(1-ethylcyclopropyl)-2,4-dioxo-1,2,3,4-tetrahydroquinazoline-6-sulfonamide NN1C(N(C2=CC=C(C=C2C1=O)S(=O)(=O)NC1(CC1)CC)CC1CC1)=O